N1C[C@@H](CCC1)NC1=C2C=CN=CC2=C2C(=C1)C=CC=C2 (R)-5-(piperidin-3-ylamino)benzo[h]isoquinoline